N1(N=NC2=C1C=CC=C2)C[N+](CC)(C)C N-((1H-benzo[d][1,2,3]triazol-1-yl)methyl)-N,N-di-methyl-ethanaminium